C(CCCCCCCCCCCC)C1(CC(O)=CC=C1)O 3-tridecyl-resorcinol